C1(CC1)CN1N=CC(=C1)C=1C(=CC(=C(C1)NC(=O)C=1C=NN2C1C=CC=C2)C)C N-[5-[1-(Cyclopropylmethyl)pyrazol-4-yl]-2,4-dimethylphenyl]pyrazolo[1,5-a]pyridine-3-carboxamide